6-(2,6-dichlorophenyl)-2-((3-methyl-4-(4-(dimethylamino)piperidin-1-yl)phenyl)amino)-9-isopropylimidazo[1,2-b]pyrimido[4,5-d]pyridazin-5(6H)-one ClC1=C(C(=CC=C1)Cl)N1N2C(C3=C(C1=O)C=NC(=N3)NC3=CC(=C(C=C3)N3CCC(CC3)N(C)C)C)=NC(=C2)C(C)C